FC1=C(C(=O)OCC)C=CC(=C1NC(=O)C=1NN=CC1F)F ethyl 2,4-difluoro-3-(4-fluoro-2H-pyrazole-3-amido)benzoate